potassium 2-methylpropan-2-ol CC(C)(C)O.[K]